2,5-diacetylaniline C(C)(=O)C1=C(N)C=C(C=C1)C(C)=O